4-[5-(benzyloxy)-2,3-dihydro-1H-isoindol-2-yl]pyrimidine-5-carbonitrile C(C1=CC=CC=C1)OC=1C=C2CN(CC2=CC1)C1=NC=NC=C1C#N